4-bromo-5-fluoro-2-(6-azaspiro[2.5]octan-6-yl)benzoic acid BrC1=CC(=C(C(=O)O)C=C1F)N1CCC2(CC2)CC1